The molecule is a 1-acylglycerone 3-phosphate in which the acyl group is specified as arachidonoyl. It derives from an arachidonic acid. It is a conjugate acid of a 1-arachidonoylglycerone 3-phosphate(2-). CCCCC/C=C\\C/C=C\\C/C=C\\C/C=C\\CCCC(=O)OCC(=O)COP(=O)(O)O